CN1N=C(C(=C1)C(=O)O)C1(CC1)C 1-methyl-3-(1-methylcyclopropyl)-1H-pyrazole-4-carboxylic acid